C(C=C)(=O)N1C[C@H](N([C@@H](C1)C)S(=O)(=O)C)C1=CC(=NC(=C1)Cl)C=1C=NC=C(C1)C(=O)NC 4-((2R,6R)-4-acryloyl-6-methyl-1-(methylsulfonyl)piperazin-2-yl)-6-chloro-N-methyl-[2,3'-bipyridine]-5'-carboxamide